tert-Butyl (2-(((3-((4-cyano-3-fluorophenoxy)methyl)-1-((2,4-dichlorophenyl)sulfonyl)azetidin-3-yl)methyl)amino)-2-oxoethyl)carbamate C(#N)C1=C(C=C(OCC2(CN(C2)S(=O)(=O)C2=C(C=C(C=C2)Cl)Cl)CNC(CNC(OC(C)(C)C)=O)=O)C=C1)F